2,5-bis(1-(4-(4,5-dihydro-1H-imidazol-2-yl)phenyl)-1H-1,2,3-triazol-4-yl)benzoic acid N1C(=NCC1)C1=CC=C(C=C1)N1N=NC(=C1)C1=C(C(=O)O)C=C(C=C1)C=1N=NN(C1)C1=CC=C(C=C1)C=1NCCN1